8-(5-(dimethylamino)-[1,2,4]triazolo[1,5-a]pyridin-8-yl)-N-((5-fluoro-2,3-dihydrobenzofuran-4-yl)methyl)-[1,2,4]triazolo[4,3-c]pyrimidin-5-amine CN(C1=CC=C(C=2N1N=CN2)C=2C=1N(C(=NC2)NCC2=C(C=CC3=C2CCO3)F)C=NN1)C